8-((1-benzoyl-1H-indazol-6-yl)sulfonyl)-5-chloro-3-hydroxyquinazoline-2,4(1H,3H)-dione C(C1=CC=CC=C1)(=O)N1N=CC2=CC=C(C=C12)S(=O)(=O)C=1C=CC(=C2C(N(C(NC12)=O)O)=O)Cl